NC(CO)(C)O 2-amino-1,2-propanediol